ClC=1C=C2CCC[C@@]3(C2=CC1)COC1=C(NC3)C=C(C=C1)C(=O)OC methyl (3S)-6'-chlorospiro[4,5-dihydro-2H-1,5-benzoxazepine-3,1'-tetralin]-7-carboxylate